(5-bromo-2-nitrophenyl)glycine ethyl ester C(C)OC(CNC1=C(C=CC(=C1)Br)[N+](=O)[O-])=O